(triethylenetetramine) tetra-hydrochloride Cl.Cl.Cl.Cl.NCCNCCNCCN